5-[4-[[4-[1,1-difluoro-2-[4-(4-nitrophenyl)piperazin-1-yl]ethyl]-1-piperidyl]methyl]-1-piperidyl]-2-(2,6-dioxo-3-piperidyl)isoindoline-1,3-dione FC(CN1CCN(CC1)C1=CC=C(C=C1)[N+](=O)[O-])(F)C1CCN(CC1)CC1CCN(CC1)C=1C=C2C(N(C(C2=CC1)=O)C1C(NC(CC1)=O)=O)=O